CC1=C(OC2=C(C=C(C=C2C1=O)C)[C@@H](C)NC1=C(C(=O)Cl)C=CC=C1)C1=CC2=CN(N=C2C=C1)C 2-[[(1R)-1-[3,6-dimethyl-2-(2-methylindazol-5-yl)-4-oxo-chromen-8-yl]ethyl]amino]benzoyl chloride